C(C)C=1C(NC2=CC(=CN=C2C1)CN1CCN(CC1)C=1C=NC(=CC1)N)=O 3-ethyl-7-((4-(6-aminopyridin-3-yl)piperazin-1-yl)methyl)-1,5-naphthyridin-2(1H)-one